ClC1=C2C(=CN(C2=CC=C1Cl)C(=O)OC(C)(C)C)CO tert-Butyl 4,5-dichloro-3-(hydroxymethyl)-1H-indole-1-carboxylate